Tert-butyl 4-(3-(((5-(2-aminopyridin-4-yl)-7-tosyl-7H-pyrrolo[2,3-d]pyrimidin-4-yl)amino)methyl)phenyl)piperazine-1-carboxylate NC1=NC=CC(=C1)C1=CN(C=2N=CN=C(C21)NCC=2C=C(C=CC2)N2CCN(CC2)C(=O)OC(C)(C)C)S(=O)(=O)C2=CC=C(C)C=C2